Methyl (S)-4-((tert-butoxycarbonyl)amino)-5-phenylpentanoate C(C)(C)(C)OC(=O)N[C@@H](CCC(=O)OC)CC1=CC=CC=C1